(3aR,5S,6aS)-N-[1-(2,2-difluoroethyl)-1H-pyrazolo[3,4-b]pyrazin-6-yl]-2-[2-(trifluoromethyl)pyridin-3-yl]-octahydrocyclopenta[c]pyrrol-5-amine FC(CN1N=CC=2C1=NC(=CN2)NC2C[C@@H]1[C@@H](CN(C1)C=1C(=NC=CC1)C(F)(F)F)C2)F